COC=1C=C2C(=CC=NC2=CC1OC)OC1=CC=C(C=C1)NC(CC1=CC2=C(OCO2)C=C1)=O N-(4-((6,7-dimethoxyquinolin-4-yl)oxy)phenyl)-2-(benzo[d][1,3]dioxol-5-yl)acetamide